[C].FC(C(F)(F)F)(F)F perfluoroethane carbon